3-[(1,1-Dioxo-1,4-thiazinan-4-yl)methyl]-N-[4-(3-propan-2-yl-1H-1,2,4-triazol-5-yl)phenyl]benzamide O=S1(CCN(CC1)CC=1C=C(C(=O)NC2=CC=C(C=C2)C2=NC(=NN2)C(C)C)C=CC1)=O